4-(6-benzyl-2-methylsulfanyl-pyrido[3,4-b]pyrazin-6-ium-3-yl)piperazine-1-carboxylic acid tert-butyl ester bromide [Br-].C(C)(C)(C)OC(=O)N1CCN(CC1)C1=C(N=C2C(=N1)C=[N+](C=C2)CC2=CC=CC=C2)SC